5-(4,4-difluoropiperidin-1-yl)-2-({6-[(4,4-dimethylpiperidin-1-yl)methyl]imidazo[1,2-a]pyridin-2-yl}methyl)-1,2-dihydro-2,7-naphthyridin-1-one FC1(CCN(CC1)C1=C2C=CN(C(C2=CN=C1)=O)CC=1N=C2N(C=C(C=C2)CN2CCC(CC2)(C)C)C1)F